7-(2-hydroxypyridin-4-yl)-1-(2-(tetrahydro-2H-pyran-4-yl)ethyl)-3,4-dihydropyrazino[2,3-b]pyrazin-2(1H)-one OC1=NC=CC(=C1)C1=CN=C2C(=N1)N(C(CN2)=O)CCC2CCOCC2